2-((benzoyloxy)methyl-d2)tetrahydrofuran-3-ylbenzoate C(C1=CC=CC=C1)(=O)OC(C1OCCC1OC(C1=CC=CC=C1)=O)([2H])[2H]